[Si](C1=CC=CC=C1)(C1=CC=CC=C1)(C(C)(C)C)OC[C@H]1N(C(C[C@@H]1C1CCC1)=O)C(=O)OC(C)(C)C tert-Butyl (2S,3R)-2-[[tert-butyl(diphenyl)silyl]oxymethyl]-3-cyclobutyl-5-oxo-pyrrolidine-1-carboxylate